C(C)(C)N(CCNC(\C(=C\CCCCC(=O)NO)\COC1=CC=CC2=CC=CC=C12)=O)C(C)C (E)-N1-(2-(diisopropylamino)ethyl)-N8-hydroxy-2-((naphthalen-1-yloxy)methyl)octenediamide